C(C)OC(C(C=CC1=CC=C(C=C1)C(C)C)(F)F)=O ethyl-4-(4-isopropylphenyl)-2,2-difluorobut-3-enoate